3-(1-methyl-1H-pyrazol-4-yl)aniline CN1N=CC(=C1)C=1C=C(N)C=CC1